2-(6-(((1R,3R,4S,5S)-4-fluoro-1-methyl-9-azabicyclo[3.3.1]nonan-3-yl)(methyl)amino)pyridazin-3-yl)-5-(1H-imidazol-1-yl)phenol F[C@@H]1[C@@H](C[C@]2(CCC[C@@H]1N2)C)N(C2=CC=C(N=N2)C2=C(C=C(C=C2)N2C=NC=C2)O)C